C(C)(C)(C)OC(=O)N1CCC2(CC(C2)N2C(C(=CC3=C2N=C(N=C3)NC)C3=C(C(=CC(=C3)OC)OC)Cl)=O)CC1 2-(6-(2-chloro-3,5-dimethoxyphenyl)-2-(methylamino)-7-oxopyrido[2,3-d]pyrimidin-8(7H)-yl)-7-azaspiro[3.5]nonane-7-carboxylic acid tert-butyl ester